5-(5-chloro-6-oxo-1,6-dihydropyridazin-4-yl)-1-[[2-(trifluoromethyl)phenyl]methyl]-1H,4H,5H,6H-pyrazolo[4,3-c]pyridine-3-carboxamide ClC1=C(C=NNC1=O)N1CC=2C(=CC1)N(NC2C(=O)N)CC2=C(C=CC=C2)C(F)(F)F